OC1=CC=C2C(C(=C(OC2=C1O)C(F)(F)F)C=1C=NN(C1)CC1=CC(=CC=C1)C)=O 7,8-dihydroxy-3-(1-(3-methylbenzyl)-1H-pyrazol-4-yl)-2-(trifluoromethyl)-4H-chromen-4-one